The molecule is a 3-oxo-fatty acyl-CoA(4-) obtained by deprotonation of the phosphate and diphosphate OH groups of (9Z,12Z,15Z,18Z)-3-oxotetracosatetraenoyl-CoA. It is a conjugate base of a (9Z,12Z,15Z,18Z)-3-oxotetracosatetraenoyl-CoA. CCCCC/C=C\\C/C=C\\C/C=C\\C/C=C\\CCCCCC(=O)CC(=O)SCCNC(=O)CCNC(=O)[C@@H](C(C)(C)COP(=O)([O-])OP(=O)([O-])OC[C@@H]1[C@H]([C@H]([C@@H](O1)N2C=NC3=C(N=CN=C32)N)O)OP(=O)([O-])[O-])O